(S)-2-Methyl-7-((R)-3-methylmorpholin-4-yl)-1-[2-oxo-2-(tetrahydro-pyran-4-yl)ethyl]-2-trifluoromethyl-2,3-dihydro-1H-imidazo[1,2-a]-pyrimidin-5-one C[C@@]1(N(C=2N(C(C=C(N2)N2[C@@H](COCC2)C)=O)C1)CC(C1CCOCC1)=O)C(F)(F)F